FC(C(=O)O)(OC(C(OC(C(C(F)(F)F)(OC(C(C(F)(F)F)(F)F)(F)F)F)(F)F)(C(F)(F)F)F)(F)F)C(F)(F)F perfluoro-2,5-dimethyl-3,6-dioxa-8-propoxynonanoic acid